1-(1-cyclobutylpiperidine-4-yl)-3-(4-(5-(difluoromethyl)-1,3,4-oxadiazole-2-yl)-2-fluorobenzyl)-5-fluoro-1,3-dihydro-2H-benzo[d]imidazole-2-one C1(CCC1)N1CCC(CC1)N1C(N(C2=C1C=CC(=C2)F)CC2=C(C=C(C=C2)C=2OC(=NN2)C(F)F)F)=O